OC1=C(C(=CC(=C1)C)C)C1=CC=C(N=N1)N1OC[C@H](C1)O (4S)-2-[6-(2-hydroxy-4,6-dimethyl-phenyl)pyridazin-3-yl]isoxazolidin-4-ol